Benzenesulfonic acid ethyl ester C(C)OS(=O)(=O)C1=CC=CC=C1